C(=O)OCCC(C)(S)C 3-Methyl-3-mercaptobutyl formate